ClCCCN1C2=CC=CC=C2SC=2C=CC=CC12 10-(3-chloropropyl)-10H-phenothiazine